sodium pyro-sulfite S(=O)(=O)([O-])S(=O)[O-].[Na+].[Na+]